Tert-butyl 4-(2-methyl-4-(((trifluoromethyl) sulfonyl) oxy) quinolin-6-yl)-3,6-dihydropyridine-1(2H)-carboxylate CC1=NC2=CC=C(C=C2C(=C1)OS(=O)(=O)C(F)(F)F)C=1CCN(CC1)C(=O)OC(C)(C)C